2-chloro-N-(2-fluoropyridin-4-yl)-6-methyl-7-toluenesulfonyl-7H-pyrrolo[2,3-d]Pyridin-4-amine ClC1=CC=2C(C(C(=NC2NC2=CC(=NC=C2)F)C)S(=O)(=O)CC2=CC=CC=C2)=N1